1-(methylsulfonyl)-4-piperidinamine CS(=O)(=O)N1CCC(CC1)N